cyclotridecyl-boric acid C1(CCCCCCCCCCCC1)OB(O)O